Rac-N-[4-chloro-5-(3-phenyl-1,2,4-oxadiazole-5-carbonyl)-1,3-thiazol-2-yl]-N-(4-fluorophenyl)-alanine ethyl ester C(C)OC([C@@H](N(C1=CC=C(C=C1)F)C=1SC(=C(N1)Cl)C(=O)C1=NC(=NO1)C1=CC=CC=C1)C)=O |r|